hydroxypyrrolidin-3-yl N-(1,2,3,4-tetrahydroisoquinolin-6-ylmethyl)carbamate C1NCCC2=CC(=CC=C12)CNC(OC1CN(CC1)O)=O